methyl 9-[1-(7-chloroindolin-1-yl)ethyl]-2-morpholino-4-oxo-pyrido[1,2-a]pyrimidine-7-carboxylate ClC=1C=CC=C2CCN(C12)C(C)C1=CC(=CN2C1=NC(=CC2=O)N2CCOCC2)C(=O)OC